(3,4-dihydroisoquinolin-2(1H)-yl)methanone ethyl-8-bromo-5-chloro-imidazo[1,2-c]pyrimidine-2-carboxylate C(C)OC(=O)C=1N=C2N(C(=NC=C2Br)Cl)C1.C1N(CCC2=CC=CC=C12)C=O